N-[4-(3,6-dihydro-2H-pyran-4-yl)-7-methoxy-1H-1,3-benzodiazol-2-yl]-8-oxa-2-azaspiro[4.5]decane-2-carboxamide O1CCC(=CC1)C1=CC=C(C=2NC(=NC21)NC(=O)N2CC1(CC2)CCOCC1)OC